fluorocitrate barium salt [Ba+2].FC(C(=O)[O-])C(O)(C(=O)[O-])CC(=O)[O-].FC(C(=O)[O-])C(O)(C(=O)[O-])CC(=O)[O-].[Ba+2].[Ba+2]